FC(C1=NC=CC=C1N1C(C=CC=C1)=O)F 2'-(difluoromethyl)-2H-[1,3'-bipyridyl]-2-one